CC(C)N1CCN(CC1)S(=O)(=O)C1=CC=C(C=C1)NC(NCC=1C=NC=CC1)=O 3-{4-[4-(propan-2-yl)piperazine-1-sulfonyl]phenyl}-1-(pyridin-3-ylmethyl)urea